3-methyl-1,5-pentanediol dineopentanoate C(C(C)(C)C)(=O)OCCC(CCOC(C(C)(C)C)=O)C